OCCS/C(=C/C(=O)C1=CC=CC=C1)/[Si](C)(C)C (E)-3-[(2-Hydroxyethyl)thio]-1-phenyl-3-(trimethylsilyl)prop-2-en-1-one